5-oxo-hexahydrocyclopenta[c]pyrrole-2(1H)-carboxylic acid tert-butyl ester C(C)(C)(C)OC(=O)N1CC2C(C1)CC(C2)=O